FC1=C(C=CC(=C1)B1OC(C(O1)(C)C)(C)C)[C@@H](C)NC(OC(C)(C)C)=O tert-butyl (R)-(1-(2-fluoro-4-(4,4,5,5-tetramethyl-1,3,2-dioxaborolan-2-yl)phenyl)ethyl)carbamate